4,5-dibromo-3-methoxy-2-methyl-1,2,3,6,7,8-hexahydro-as-indacene BrC1=C2C(C(CC2=C2CCCC2=C1Br)C)OC